NC1=C(C(=NN1C(C)C)C1=CC=C(C=C1)CC(NC1=CC(=NO1)CC(C)(C)C)=O)C(=O)N 5-Amino-3-[4-([[3-(2,2-dimethylpropyl)-1,2-oxazol-5-yl]carbamoyl]methyl)phenyl]-1-isopropylpyrazole-4-carboxamide